3-(3-(5-amino-6-((1-(1-methylpiperidin-4-yl)-1H-pyrazol-4-yl)oxy)pyrazin-2-yl)-5-(2-oxa-6-azaspiro[3.3]hept-6-yl)phenyl)oxetan-3-ol NC=1N=CC(=NC1OC=1C=NN(C1)C1CCN(CC1)C)C=1C=C(C=C(C1)N1CC2(COC2)C1)C1(COC1)O